BrC1=C(C(=CC=C1)F)C(CC(=O)OCC)=O ethyl 3-(2-bromo-6-fluoro-phenyl)-3-oxo-propanoate